N1(C=NC2=C1C=CC=C2)CC(=O)N2C(CC(C2)F)C(=O)NC(C2=CC=C(C=C2)C(C)C)C2=CC=CC=C2 1-[2-(1H-1,3-benzodiazol-1-yl)acetyl]-4-fluoro-N-{phenyl[4-(propan-2-yl)phenyl]methyl}pyrrolidine-2-carboxamide